C1(CCCCC1)C[C@H](C(=O)N1CC2(CCCC2)[C@@](CC1)(O)CN1C=CC(=CC1=O)C1=CC=CC=C1)C 1-(((R)-7-((R)-3-Cyclohexyl-2-methylpropanoyl)-10-hydroxy-7-azaspiro[4.5]decan-10-yl)methyl)-6-oxo-4-phenyl-1,6-dihydropyridin